1-{thieno[3,2-C]pyridin-7-yl}methylamine S1C=CC=2C=NC=C(C21)CN